alpha-hydroxy-alpha-hexylbutyric acid OC(C(=O)O)(CC)CCCCCC